Methyl (R)-5-(2-methoxy-1-nitro-2-oxoethylidene)pyrrolidine-2-carboxylate COC(C([N+](=O)[O-])=C1CC[C@@H](N1)C(=O)OC)=O